dicyclohexyl-[2-(2-methylphenyl)phenyl]phosphine C1(CCCCC1)P(C1=C(C=CC=C1)C1=C(C=CC=C1)C)C1CCCCC1